2-(4-(methylcarbamoyl)phenyl)-N-(2-(1-methylpyrrolidin-2-yl)ethyl)benzo[d]imidazo[2,1-b]thiazole-7-carboxamide CNC(=O)C1=CC=C(C=C1)C=1N=C2SC3=C(N2C1)C=CC(=C3)C(=O)NCCC3N(CCC3)C